4-(4-methoxybenzyl)-[4-(4-chlorophenyl)pyridine] COC1=CC=C(CC2(CC=NC=C2)C2=CC=C(C=C2)Cl)C=C1